(Z)-Methyl 5-methyl-3-(((4-(methyl(2-(4-(2-(methylamino)-2-oxoethyl)piperazin-1-yl)ethoxy)carbamoyl)phenyl)amino)(phenyl)methylene)-2-oxoindoline-6-carboxylate CC=1C=C2/C(/C(NC2=CC1C(=O)OC)=O)=C(\C1=CC=CC=C1)/NC1=CC=C(C=C1)C(N(OCCN1CCN(CC1)CC(=O)NC)C)=O